OC1=C(C(=O)NC2=C(C(C(=O)O)=CC=C2)C(=O)O)C=C(C=C1S(=O)(=O)O)O 3-(2,5-dihydroxy-3-sulfobenzamido)phthalic acid